Tert-butyl 3-(5-hydroxy-6-methoxy-3-methylbenzo[b]thiophene-2-carboxamido)propanoate OC1=CC2=C(SC(=C2C)C(=O)NCCC(=O)OC(C)(C)C)C=C1OC